N-[4-(2-chlorobenzenesulfonyl)-2-ethylphenyl]pyridine-2-carboxamide ClC1=C(C=CC=C1)S(=O)(=O)C1=CC(=C(C=C1)NC(=O)C1=NC=CC=C1)CC